(3Z)-3-[(3,4-dimethoxyphenyl)methylene]-7-methoxy-thiochroman-4-one COC=1C=C(C=CC1OC)\C=C\1/CSC2=CC(=CC=C2C1=O)OC